(E)-1-(3',5'-difluoro-[1,1'-biphenyl]-4-yl)-3-(quinoxalin-6-yl)prop-2-en-1-one FC=1C=C(C=C(C1)F)C1=CC=C(C=C1)C(\C=C\C=1C=C2N=CC=NC2=CC1)=O